1,4,5-Tri-O-acetyl-2,3,6-tri-O-methyl-D-glucitol C(C)(=O)OC[C@H](OC)[C@@H](OC)[C@H](OC(C)=O)[C@H](OC(C)=O)COC